C(CCCCCC(C)C)CC(=O)O.C(C)(=O)OCCC(CC(C)(C)C)C 3,5,5-trimethylhexyl acetate (ISONONANYL ACETATE)